CC(=CC(=O)N[C@@H](CO)C(=O)O)CCC=C(C)C (3,7-dimethyl-2,6-octadienoyl)serine